2-chloro-N-[2-(1,4-dioxaspiro[4.5]decan-8-ylamino)phenyl]acetamide ClCC(=O)NC1=C(C=CC=C1)NC1CCC2(OCCO2)CC1